NC1=NC=C(C#N)C(=C1)N[C@H]1[C@@H](CC1)OC 6-amino-4-(((1R,2R)-2-methoxycyclobutyl)amino)nicotinonitrile